C1(CC1)C1=NC=NC(=C1C=1N=C(C2=C(N1)CCN(C2)C(=O)OC(C)(C)C)SC)OC tert-butyl 2-(4-cyclopropyl-6-methoxypyrimidin-5-yl)-4-(methylthio)-7,8-dihydropyrido-[4,3-d]pyrimidine-6(5H)-carboxylate